CNS(=O)(=O)C1=CC=C(NC2=NC=C(C(=N2)N2N=CC(=C2)C=2CN(CC2)C(=O)OC(C)(C)C)C(F)(F)F)C=C1 tert-butyl 3-[1-[2-[4-(methylsulfamoyl) anilino]-5-(trifluoromethyl) pyrimidin-4-yl] pyrazol-4-yl]-2,5-dihydropyrrole-1-carboxylate